C(C)(C)(C)OC(=O)N(CC(=O)N1CCN(CC1)CC1=CC=C(C(=O)OC)C=C1)C1C(C1)C1=CC=CC=C1 Methyl 4-((4-(2-((tert-butoxycarbonyl)(2-phenylcyclopropyl)amino)acetyl)piperazin-1-yl)methyl)benzoate